ClC=1C(=C(C(=CC1)F)[C@@H](NC(=O)[C@@H]1C[C@H]([C@H](C1)NC=1N=NC=CC1)O)C12CCC(CC1)(C2)F)F (1S,3R,4S)-N-((S)-(3-chloro-2,6-difluorophenyl)(4-fluoro-bicyclo[2.2.1]hept-1-yl)methyl)-3-hydroxy-4-(pyridazin-3-ylamino)cyclopentane-1-carboxamide